C(C)(C)(C)O\N=C(\C1CCC(CC1)N(C1=C(C(N(C2=CC(=C(N=C12)Cl)OC1COCC1)C)=O)C(=O)N)C)/C1=CC=CC=C1 4-((ls-4-((Z)-(tert-butoxyimino)(phenyl)methyl)cyclohexyl)(methyl)amino)-6-chloro-1-methyl-2-oxo-7-((tetrahydrofuran-3-yl)oxy)-1,2-dihydro-1,5-naphthyridine-3-carboxamide